ClC1=C(C(=O)NCC(N2CCC(CC2)COC2=NC(=NC(=C2)F)C)C2=C(N=CS2)C(F)F)C(=CC=C1)F 2-Chloro-N-{2-[4-(difluoromethyl)-1,3-thiazol-5-yl]-2-(4-{[(6-fluoro-2-methylpyrimidin-4-yl)oxy]methyl}piperidin-1-yl)ethyl}-6-fluorobenzamide